tert-butyl-4-[(7-methoxyindan-1-carbonyl)amino]pyridine-2-carboxamide C(C)(C)(C)C=1C(=NC=CC1NC(=O)C1CCC2=CC=CC(=C12)OC)C(=O)N